1-ethyl-3-methyl-imidazolium bis(pentafluoroethylsulfonyl)imide [N-](S(=O)(=O)C(F)(F)C(F)(F)F)S(=O)(=O)C(F)(F)C(F)(F)F.C(C)N1C=[N+](C=C1)C